C(C1=CC=CC=C1)OC(CN1C(C(=NC(=C1C1=CC=CC=C1)Br)N1CC2(CC1)CCN(CC2)C(=O)OC(C)(C)C)=O)=O tert-Butyl 2-(4-(2-(benzyloxy)-2-oxoethyl)-6-bromo-3-oxo-5-phenyl-3,4-dihydropyrazin-2-yl)-2,8-diazaspiro[4.5]decane-8-carboxylate